BrC1=CCOC2=C1C1=CC=CC=C1C=C2 bromonaphthopyranE